CC1=NN(C=2C1=NC(=CC2NCC2=NNC=C2)C=2C(=NC=CC2)OCCC)C(CC)C 3-methyl-1-[1-methylpropyl]-5-(2-propoxy-3-pyridyl)-N-(1H-pyrazol-3-ylmethyl)pyrazolo[4,3-b]pyridin-7-amine